COCCOCCCCCCCCCOC(=O)Cl (9-(2-methoxyethoxy)nonyl)oxycarbonylchloride